N[SiH2]N amino(aminosilane)